ClC(CC(CC(CC(CC(CC(CCCOCOCOCCCC(CC(CC(CC(CC(CC(C)Cl)C)C)C)C)C)C)C)C)C)C)C 14-chloro-4,6,8,10,12-pentamethylpentadecyloxymethyl ether